Dimethyl-phosphorus oxide C[P](C)=O